tert-Butyl 5-(aminomethyl)-2-pyridinylcarbamate NCC=1C=CC(=NC1)NC(OC(C)(C)C)=O